CC1COCC(N1CCOCCN1C(COCC1C)C)C di-(2-(3,5-dimethylmorpholino) ethyl) ether